BrCCCCCCC=CC 9-bromo-2-nonene